tert-butyl 4-(2-(4-(2-fluoro-4-nitrophenyl)-3,6-dihydropyridin-1(2H)-yl)-2-oxoethyl)-4-hydroxypiperidine-1-carboxylate FC1=C(C=CC(=C1)[N+](=O)[O-])C=1CCN(CC1)C(CC1(CCN(CC1)C(=O)OC(C)(C)C)O)=O